C(C)(C)OC=1C=C2C(=NNC2=CC1)C1=CC(=NC=N1)N1C[C@@H](N(CC1)CCOCC=O)C 2-[2-[(2S)-4-[6-(5-isopropoxy-1H-indazol-3-yl)pyrimidin-4-yl]-2-methyl-piperazin-1-yl]ethoxy]acetaldehyde